C1(CC1)COC1=CC=C(C=N1)[C@H](CC(=O)O)N1N=C(C=C1)CCCC1=NC=2NCCCC2C=C1 (S)-3-(6-(cyclopropylmethoxy)pyridin-3-yl)-3-(3-(3-(5,6,7,8-tetrahydro-1,8-naphthyridin-2-yl)propyl)-1H-pyrazol-1-yl)propanoic acid